COC1=C(C(=CC(=C1)C1=NC2=C(C=NC=C2N2CCOCC2)N1)O)O 3-methoxy-5-(7-morpholino-3H-imidazo[4,5-c]pyridin-2-yl)benzene-1,2-diol